NCC1(COCC1)C(=O)O 3-(AMINOMETHYL)-OXOLANE-3-CARBOXYLIC ACID